(2-morpholinoethyl)-2-(trifluoromethyl)benzene-1,4-diamine O1CCN(CC1)CCC=1C(=C(C=CC1N)N)C(F)(F)F